3-[(tert-butoxycarbonylamino)methyl]-1H-pyrazole-5-carboxylic acid C(C)(C)(C)OC(=O)NCC1=NNC(=C1)C(=O)O